manganese pyridine salt N1=CC=CC=C1.[Mn]